NC1=CC=C(N=N1)C#CCN1C2=C(CCC(C1=O)C1=NC=C(C=C1C(F)(F)F)C(F)(F)F)C=C(C=C2)F 1-(3-(6-aminopyridazin-3-yl)prop-2-ynyl)-3-(3,5-bis(trifluoromethyl)pyridin-2-yl)-7-fluoro-4,5-dihydro-1H-benzo[b]azepin-2(3H)-one